2-[[4-amino-6-(3-methylimidazo[1,5-a]pyridin-6-yl)-1,3,5-triazin-2-yl]amino]-3-(2,3-difluorophenyl)propanoic acid NC1=NC(=NC(=N1)C=1C=CC=2N(C1)C(=NC2)C)NC(C(=O)O)CC2=C(C(=CC=C2)F)F